(S)-2,3-bis(stearoyloxy)propyl (2-(trimethylammonio)ethyl) phosphate P(=O)(OC[C@H](COC(CCCCCCCCCCCCCCCCC)=O)OC(CCCCCCCCCCCCCCCCC)=O)(OCC[N+](C)(C)C)[O-]